diallylamine diethyl-methylphosphonate C(C)OP(OCC)(=O)C.C(C=C)NCC=C